NC1=NC(=CC(=N1)OCC1=CC=C(CNC(=O)C2=C(C(=C(C(=O)[O-])C(=C2F)F)C=2C3=CC=C(C=C3[O+]=C3C=C(C=CC23)N(C2=CC=CC=C2)C)N(C2=CC=CC=C2)C)F)C=C1)Cl 4-((4-(((2-Amino-6-chloropyrimidin-4-yl)oxy)methyl)benzyl)carbamoyl)-2-(3,6-bis(methyl(phenyl)amino)-xanthylium-9-yl)-3,5,6-trifluorobenzoate